2-cyanoethyl-(N,N-diisopropyl-amine) C(#N)CCN(C(C)C)C(C)C